tert-butyl 4-[(1r,3r)-3-(4-{3-[1-(2,6-dioxopiperidin-3-yl)-3-methyl-2-oxo-1,3-benzodiazol-5-yl]propoxy}piperidin-1-yl)cyclobutanecarbonyl]piperazine-1-carboxylate O=C1NC(CC[C@H]1N1C(N(C2=C1C=CC(=C2)CCCOC2CCN(CC2)C2CC(C2)C(=O)N2CCN(CC2)C(=O)OC(C)(C)C)C)=O)=O